2-(6-(3,8-diazabicyclo[3.2.1]octan-3-yl)-5-ethyl-2-(4-methoxycyclohex-1-en-1-yl)-7-oxo-[1,2,4]triazolo[1,5-a]pyrimidin-4(7H)-yl)-N-(2-methyl-4-(trifluoromethyl)phenyl)acetamide C12CN(CC(CC1)N2)C2=C(N(C=1N(C2=O)N=C(N1)C1=CCC(CC1)OC)CC(=O)NC1=C(C=C(C=C1)C(F)(F)F)C)CC